NS(=NC(CC=1C(=C2C=NN(C2=CC1C(C)C)C)C(C)C)=O)(=O)C=1SC(=CN1)C(C)(C)O N-(Amino(5-(2-hydroxypropan-2-yl)thiazol-2-yl)(oxo)-λ6-sulfaneylidene)-2-(4,6-diisopropyl-1-methyl-1H-indazol-5-yl)acetamide